(ethylsulfonylmethyl)-N-(5-methyl-1,3,4-oxadiazol-2-yl)-5-(trifluoromethyl)-[1,2,4]triazolo[4,3-a]pyridine-8-carboxamide C(C)S(=O)(=O)CC1=NN=C2N1C(=CC=C2C(=O)NC=2OC(=NN2)C)C(F)(F)F